CS(=O)(=O)C=1SC2=C(N1)C=CC(=C2)C(=O)O 2-methylsulfonyl-1,3-benzothiazole-6-carboxylic acid